C(C#C)=O Propynal